OC=1C(=C2C=CC(=C(C2=CC1C)C)C(=O)O)C 6-hydroxy-1,5,7-trimethyl-2-naphthoic acid